N-Tosyl-D-valine S(=O)(=O)(C1=CC=C(C)C=C1)N[C@H](C(C)C)C(=O)O